rel-(R)-N-(methyl-d3)-6-((1-methyl-1H-pyrazol-3-yl)amino)-4-((2,4,5-trimethyl-4,5-dihydro-2H-[1,2,3]triazolo[4,5-c][1,7]naphthyridin-6-yl)amino)pyridazine-3-carboxamide C(NC(=O)C=1N=NC(=CC1NC1=NC=CC=2C=3C([C@H](N(C12)C)C)=NN(N3)C)NC3=NN(C=C3)C)([2H])([2H])[2H] |o1:18|